6-(4-methyl-3-carbonylpiperazin-1-yl)benzo[b]thiophene-2-carboxylic acid CN1C(CN(CC1)C=1C=CC2=C(SC(=C2)C(=O)O)C1)=C=O